N-(4-(4-benzylpiperazin-1-yl)quinolin-3-yl)-2-nitrobenzamide C(C1=CC=CC=C1)N1CCN(CC1)C1=C(C=NC2=CC=CC=C12)NC(C1=C(C=CC=C1)[N+](=O)[O-])=O